2-[(3-azidopropyl){6-[(1,3-benzothiazol-2-yl)amino]-5-methylpyridazin-3-yl}amino]-5-(3-{4-[3-(dimethylamino)prop-1-yn-1-yl]-2-fluorophenoxy}propyl)-1,3-thiazole-4-carboxylic acid N(=[N+]=[N-])CCCN(C=1SC(=C(N1)C(=O)O)CCCOC1=C(C=C(C=C1)C#CCN(C)C)F)C=1N=NC(=C(C1)C)NC=1SC2=C(N1)C=CC=C2